N,N'-bis-2-naphthyl-1,4-phenylenediamine C1=C(C=CC2=CC=CC=C12)NC1=CC=C(C=C1)NC1=CC2=CC=CC=C2C=C1